((1S)-1-((7-methoxy-3-(5-methylisoxazol-3-yl)[1,2,4]triazolo[3,4-f][1,2]diazin-6-yl)oxy)ethyl)-6-(oxetan-3-yl)-5,6,7,8-tetrahydropyrido[4,3-b]pyridine COC=1C(=NN2C(C1)=NN=C2C2=NOC(=C2)C)O[C@@H](C)C2=CC=C1C(=N2)CCN(C1)C1COC1